((2-(2-methyl-[1,1'-biphenyl]-3-yl)-6-(methylthio)benzo[d]oxazol-5-yl)methyl)-D-serine CC1=C(C=CC=C1C=1OC2=C(N1)C=C(C(=C2)SC)CN[C@H](CO)C(=O)O)C2=CC=CC=C2